(2R)-2-(6-{5-chloro-2-[(oxan-4-yl)amino]pyrimidin-4-yl}-1-oxo-2,3-dihydro-1H-isoindol-2-yl)-N-[(1R)-1-(5-fluoro-2-methoxypyridin-4-yl)ethyl]propanamide ClC=1C(=NC(=NC1)NC1CCOCC1)C1=CC=C2CN(C(C2=C1)=O)[C@@H](C(=O)N[C@H](C)C1=CC(=NC=C1F)OC)C